C1(CCCCC1)C=1N=CC(=NC1)CN(C(C(F)(F)F)=O)C1=CC2=C(N(N=N2)COCC[Si](C)(C)C)C=C1 N-((5-cyclohexylpyrazin-2-yl)methyl)-2,2,2-trifluoro-N-(1-((2-(trimethylsilyl)ethoxy)methyl)-1H-benzo[d][1,2,3]triazol-5-yl)acetamide